(R)-tert-butyl 4-(5-(10,12-dimethyl-8-OXO-9,10,11,12-tetrahydro-8H-[1,4]diazepino[5',6':4,5]thieno[3,2-f]quinolin-3-yl)pyridin-2-yl)piperazine-1-carboxylate C[C@H]1NC(C2=C(C=3C=4C=CC(=NC4C=CC3S2)C=2C=CC(=NC2)N2CCN(CC2)C(=O)OC(C)(C)C)N(C1)C)=O